5-carboxyhydroxylmethyl-uracil C(=O)(O)C=1C(NC(NC1CO)=O)=O